FC1(CCN(CC1)C1=NC2=CC(=C(C=C2C(=N1)NC1CCN(CC1)C(C)C)OC)OCCCN1CCCC1)F 2-(4,4-difluoropiperidin-1-yl)-6-methoxy-N-(1-propan-2-ylpiperidin-4-yl)-7-(3-pyrrolidin-1-ylpropoxy)quinazolin-4-amine